CN(C(C)=O)CC1=CC=C(C=C1)S(N)(=O)=O N-methyl-N-[(4-sulfamoylphenyl)methyl]acetamide